[N+](=O)([O-])C=1C(=NC(=CC1)N1N=CC=C1)NC=1C=C2CC[C@@H](C2=CC1)NC(OC(C)(C)C)=O tert-butyl (S)-(5-((3-nitro-6-(1H-pyrazol-1-yl)pyridin-2-yl)amino)-2,3-dihydro-1H-inden-1-yl)carbamate